methyl 4-[6-(dimethoxymethyl)-2-azaspiro[3.3]heptan-2-yl]-2-formyl-benzoate COC(C1CC2(CN(C2)C2=CC(=C(C(=O)OC)C=C2)C=O)C1)OC